C1=CC2=CC3=CC=C(N3)C4=NC(=CC5=CC=C(N5)C=C1N2)C=C4 The molecule is a tetrapyrrole fundamental parent that is the octadehydro drivative of corrin. It is a member of corroles and a tetrapyrrole fundamental parent.